p-tolueneacetic acid CC1=CC=C(C=C1)CC(=O)O